1-(4-iodophenyl)-1-cyclopropanol IC1=CC=C(C=C1)C1(CC1)O